(R)-N-(1-(3-amino-5-(trifluoromethyl)phenyl)ethyl)-5-bromo-6-oxo-1-phenyl-1,6-dihydropyridazine-3-carboxamide NC=1C=C(C=C(C1)C(F)(F)F)[C@@H](C)NC(=O)C1=NN(C(C(=C1)Br)=O)C1=CC=CC=C1